1-(3-chlorophenyl)-3-(2,2-bis(1H-indol-3-yl)ethyl)thiourea ClC=1C=C(C=CC1)NC(=S)NCC(C1=CNC2=CC=CC=C12)C1=CNC2=CC=CC=C12